BrC=1C=CC(=NC1C=1SC=CN1)C1=NC(=CC=C1)Br 5,6'-dibromo-6-(thiazol-2-yl)-[2,2'-bipyridine]